[Se].[Sr] strontium-selenium